COC1=CC=C(C=N1)NC(=O)C=1C(N(C=CC1)C1=C(C=CC=C1)OCC(F)(F)F)=O N-(6-methoxypyridin-3-yl)-2-oxo-1-[2-(2,2,2-trifluoroethoxy)phenyl]-1,2-dihydropyridine-3-carboxamide